2-[(2,4-dichlorophenyl)methyl-amino]-5-isobutyl-4H-[1,2,4]-triazolo[1,5-a]pyrimidin-7-one ClC1=C(C=CC(=C1)Cl)CNC1=NN2C(NC(=CC2=O)CC(C)C)=N1